CN1C(N(C(C2=C1C=NC=C2)=O)C=2C=CC(=C1CCCOC21)C[C@@H](C(=O)OC)NC(C2=CC=CC=C2)(C2=CC=CC=C2)C2=CC=CC=C2)=O methyl (S)-3-(8-(1-methyl-2,4-dioxo-1,4-dihydropyrido[3,4-d]pyrimidin-3(2H)-yl)chroman-5-yl)-2-(tritylamino)propanoate